C1(CCCC1)NC(CCC)=O N-cyclopentylbutyramide